7-chloro-5-methyl-4-oxo-1-[3-(1H-1,2,4-triazol-1-yl)-1,2,4-thiadiazol-5-yl]-1,4-dihydro-1,8-naphthyridine-3-carboxylic acid ClC1=CC(=C2C(C(=CN(C2=N1)C1=NC(=NS1)N1N=CN=C1)C(=O)O)=O)C